4-(3-((benzyloxy)methyl)-4-ethyl-5-oxo-4,5-dihydro-1H-1,2,4-triazol-1-yl)-5-fluoro-2-(isopropylamino)benzonitrile C(C1=CC=CC=C1)OCC1=NN(C(N1CC)=O)C1=CC(=C(C#N)C=C1F)NC(C)C